(S)-4-(((S)-3-fluoro-2-methoxypropyl)(4-(5,6,7,8-tetrahydro-1,8-naphthyridin-2-yl)butyl)amino)-2-(1-(pyrimidin-5-yl)cyclopropane-1-carboxamido)butanoic acid FC[C@H](CN(CC[C@@H](C(=O)O)NC(=O)C1(CC1)C=1C=NC=NC1)CCCCC1=NC=2NCCCC2C=C1)OC